ClC1=C2N=C(C=NC2=CC=C1OC=1C(=C(N)C(=CC1)[N+](=O)[O-])F)C=1C=NN(C1)C1OCCCC1 3-((5-Chloro-3-(1-(tetrahydro-2H-pyran-2-yl)-1H-pyrazol-4-yl)quinoxalin-6-yl)oxy)-2-fluoro-6-nitroaniline